C(C=C)(=O)N1C(CN(C[C@H]1C)C1[C@@H](CN2C(N=CC3=CC(=C(C(=C23)S1)C1=CC=C(C=C1)F)C(F)(F)F)=O)C=1SC=CC1)C (3S,5R)-4-acryloyl-3,5-dimethylpiperazin-1-yl-11-(4-fluorophenyl)-3-(thiophen-2-yl)-10-(trifluoromethyl)-3,4-dihydro-2H,6H-[1,4]thiazepino[2,3,4-ii]quinazolin-6-one